O=C1NC(CCC1NC1=CC(=C(C=C1)C1CCN(CC1)C[C@H]1CC[C@H](CC1)NC(OC(C)(C)C)=O)F)=O cis-tert-butyl (4-((4-(4-((2,6-dioxopiperidin-3-yl)amino)-2-fluorophenyl)piperidin-1-yl)methyl)cyclohexyl)carbamate